(Z,Z)-6,9-Pentacosadiene CCCCC\C=C/C\C=C/CCCCCCCCCCCCCCC